C1(CC1)C=1C=C(N(N1)C1=NC(=CC=C1C(C)O)C=1C=NN2C1C=CC(=C2)OC=2N=NC(=CC2)C)C#N 5-cyclopropyl-2-[3-(1-hydroxyethyl)-6-[6-(6-methylpyridazin-3-yl)oxypyrazolo[1,5-a]pyridin-3-yl]pyridin-2-yl]pyrazole-3-carbonitrile